OC(C)(C)C=1C=C(C#N)C=CC1 3-(2-hydroxypropan-2-yl)benzonitrile